(7-ethoxy-6-methoxy-1-(2-(5-methoxy-1H-indol-3-yl)ethyl)-3,4-dihydroisoquinolin-2(1H)-yl)(1H-pyrazol-1-yl)methanone C(C)OC1=C(C=C2CCN(C(C2=C1)CCC1=CNC2=CC=C(C=C12)OC)C(=O)N1N=CC=C1)OC